(3-(bromodifluoromethoxy)-4-methylphenyl)piperidine-1-carboxylic acid tert-butyl ester C(C)(C)(C)OC(=O)N1C(CCCC1)C1=CC(=C(C=C1)C)OC(F)(F)Br